trans-4-(2-((R)-4-(2,3-dichlorophenyl)-3-(trifluoromethyl)piperazin-1-yl)ethyl)cyclohexane-1-amine ClC1=C(C=CC=C1Cl)N1[C@H](CN(CC1)CC[C@@H]1CC[C@H](CC1)N)C(F)(F)F